5-fluoro-6-(2-methoxyethoxy)-3-(3-{4-[(1R,4R)-2-oxa-5-azabicyclo[2.2.1]-heptane-5-carbonyl]phenyl}-1,2-oxazol-5-yl)-1H-indazole FC=1C=C2C(=NNC2=CC1OCCOC)C1=CC(=NO1)C1=CC=C(C=C1)C(=O)N1[C@H]2CO[C@@H](C1)C2